3-chloro-5-(trifluoromethyl)pyridin-2-yl-hydrazine ClC=1C(=NC=C(C1)C(F)(F)F)NN